NC=1N=NC(=CC1N1CC(N(CC1)C(=O)C=1C(=NOC1C)C)C)C1=C(C=CC=C1)O [4-[3-amino-6-(2-hydroxyphenyl)pyridazin-4-yl]-2-methyl-piperazin-1-yl]-(3,5-dimethylisoxazol-4-yl)methanone